benzyl 8-{[8-(benzyloxy)-2-hydroxy-8-oxooctyl](3-{[(tert-butoxy)carbonyl]amino}propyl)amino}-7-hydroxyoctanoate C(C1=CC=CC=C1)OC(CCCCCC(CN(CC(CCCCCC(=O)OCC1=CC=CC=C1)O)CCCNC(=O)OC(C)(C)C)O)=O